ClC=1C(=CC(=C(CN2[C@@H](CCCC2)C(=O)O)C1)OC)OCC=1C(=C(C=CC1)C1=C(C(=CC=C1)COC1=C(C=C(C(=C1)OC)CO)Cl)C)C (S)-1-(5-chloro-4-((3'-((2-chloro-4-(hydroxymethyl)-5-methoxyphenoxy)methyl)-2,2'-dimethyl-[1,1'-biphenyl]-3-yl)methoxy)-2-methoxybenzyl)piperidine-2-carboxylic acid